FC(S(=O)(=O)C=1N=C2N(N1)[C@@H](C[C@@H]2F)C2=C(C(=CC(=C2)F)F)F)F (5s,7s)-2-(difluoromethylsulfonyl)-7-fluoro-5-(2,3,5-trifluorophenyl)-6,7-dihydro-5H-pyrrolo[1,2-b][1,2,4]triazole